COC1=C(OCCN)C=CC=C1 [2-(2-methoxyphenoxy)ethyl]amine